tert-butyl (4-(2-(4-hydroxy-but-ynyl)-4-nitrophenyl)piperazin-1-yl)carboxylate OCCC#CC1=C(C=CC(=C1)[N+](=O)[O-])N1CCN(CC1)C(=O)OC(C)(C)C